4-fluoro-2-(hydroxymethyl)-2-(methoxymethyl)quinuclidin-3-one FC12C(C(N(CC1)CC2)(COC)CO)=O